C(C1=CC=CC=C1)OC1=CC=C2C(C(OCC2=C1)(C1=CC=CC=C1)C)=O 7-(benzyloxy)-3-methyl-3-phenylisochroman-4-one